ClC=1C=C(NC2(CCC3([C@H](CC4=CC=CC=C34)C[C@H](CNC3=C4C(=NC=C3)C=CS4)C)CC2)C(=O)O)C=CC1 (1r,2'S,4S)-4-(3-chloroanilino)-2'-{(2R)-2-methyl-3-[(thieno[3,2-b]pyridin-7-yl)amino]propyl}-2',3'-dihydrospiro[cyclohexane-1,1'-indene]-4-carboxylic acid